3-(1H-Benzo[d]imidazol-2-yl)-3-(2-hydroxyphenyl)-1,7-dimethylindolin-2-one N1C(=NC2=C1C=CC=C2)C2(C(N(C1=C(C=CC=C21)C)C)=O)C2=C(C=CC=C2)O